ClC1=C(NC2=CC(=C(C#N)C=C2)F)C=CC=C1[C@]1(NC(N(C(C1)=O)C1CC(C1)(C)O)=N)C 4-{2-Chloro-3-[(4S)-1-(3-hydroxy-3-methylcyclobutyl)-2-imino-4-methyl-6-oxo-hexahydropyrimidin-4-yl]-anilino}-2-fluorobenzonitrile